OC(C(C)=O)(C)C1=C(C(=CC(=C1)F)F)F 3-hydroxy-3-(2,3,5-trifluorophenyl)butan-2-one